(S)-3-(2,4-difluorophenyl)-N-(7-(imidazo[1,2-b]pyridazin-3-ylethynyl)-5-methyl-4-oxo-2,3,4,5-tetrahydrobenzo[b][1,4]oxazepine-3-yl)imidazo[2,1-b]thiazole-6-carboxamide FC1=C(C=CC(=C1)F)C=1N2C(SC1)=NC(=C2)C(=O)N[C@@H]2C(N(C1=C(OC2)C=CC(=C1)C#CC1=CN=C2N1N=CC=C2)C)=O